C(C1=C(C(=CC(=C1)CC)CCCCCCCCC)O)C1=C(C(=CC(=C1)CC)CCCCCCCCC)O 2,2'-methylenebis(4-ethyl-6-nonylphenol)